(2,3-epoxypropoxy)propyltrimethoxysilane C(C1CO1)OCCC[Si](OC)(OC)OC